4-[[3-chloro-4-[(pyridin-2-yl)methoxy]phenyl]amino]-3-cyano-7-ethoxyquinolin ClC=1C=C(C=CC1OCC1=NC=CC=C1)NC1=C(C=NC2=CC(=CC=C12)OCC)C#N